N-(2-((2-(2,6-dichloro-3,5-dimethoxyphenyl)thiazolo[5,4-d]pyrimidin-5-yl)amino)-3-methylphenyl)acrylamide ClC1=C(C(=C(C=C1OC)OC)Cl)C=1SC=2N=C(N=CC2N1)NC1=C(C=CC=C1C)NC(C=C)=O